5-(5-(3-(1H-tetrazol-5-yl)azetidin-1-yl)-1,3,4-oxadiazol-2-yl)-N-(5,6-difluoro-2,3-dihydro-1H-inden-2-yl)pyrimidin-2-amine N1N=NN=C1C1CN(C1)C1=NN=C(O1)C=1C=NC(=NC1)NC1CC2=CC(=C(C=C2C1)F)F